3-(5-(((1R,2R)-2-(1,5-oxazocan-5-yl)cyclopentyl)oxy)-1-oxoisoindolin-2-yl)piperidine-2,6-dione O1CCCN(CCC1)[C@H]1[C@@H](CCC1)OC=1C=C2CN(C(C2=CC1)=O)C1C(NC(CC1)=O)=O